N-((3-nitro-4-(((1-(oxetan-3-yl)azetidin-3-yl)methyl)amino)phenyl)sulfonyl)nicotinamide [N+](=O)([O-])C=1C=C(C=CC1NCC1CN(C1)C1COC1)S(=O)(=O)NC(C1=CN=CC=C1)=O